CC=1N=C(SC1C(=O)OCC)NC1=NC(=CC(=N1)N(CC1=CC=CC=C1)C)N1CCN(CC1)C 4-methyl-2-[[4-[methyl-(phenylmethyl)amino]-6-(4-methyl-1-piperazinyl)-2-pyrimidinyl]amino]-5-thiazolecarboxylic acid, ethyl ester